[(2R,3R,4R,5R,6R)-5-acetamido-3,4-diacetoxy-6-(12-oxododecoxy)tetrahydropyran-2-yl]methyl acetate C(C)(=O)OC[C@H]1O[C@H]([C@@H]([C@H]([C@H]1OC(C)=O)OC(C)=O)NC(C)=O)OCCCCCCCCCCCC=O